1-(3-(3,5-difluoro-4-((6S,7S)-7-isobutyl-8-methyl-6,7,8,9-tetrahydro-3H-pyrazolo[3,4-h]isoquinolin-6-yl)phenoxy)azetidin-1-yl)ethan-1-one FC=1C=C(OC2CN(C2)C(C)=O)C=C(C1[C@H]1[C@@H](N(CC=2C3=C(C=CC12)NN=C3)C)CC(C)C)F